4-Amino-N'-(benzo[d]thiazol-6-yl)-N-(cyclopropylmethyl)-7-fluoro-1-methyl-1H-pyrazolo[4,3-c]quinoline-8-carboxylic acid hydrazide NC1=NC=2C=C(C(=CC2C2=C1C=NN2C)C(=O)N(NC2=CC1=C(N=CS1)C=C2)CC2CC2)F